NC1=C(C(=O)NCCCC[C@@H](C=2NC(=CN2)C2=CC3=CC=CC=C3C=C2)NC(=O)C2=CN=CS2)C=CC=C1F (S)-N-(5-(2-amino-3-fluorobenzamido)-1-(5-(naphthalen-2-yl)-1H-imidazol-2-yl)pentyl)thiazole-5-carboxamide